(S)-N-((R)-2,6-dioxopiperidin-3-yl)-1,2,3,4-tetrahydroquinoline-4-carboxamide O=C1NC(CC[C@H]1NC(=O)[C@H]1CCNC2=CC=CC=C12)=O